OC1=C(CNC2=C3N=CN(C3=NC=N2)[C@H]2[C@@H](O)[C@H](O)[C@H](O2)CO)C(=CC=C1)Br 6-(2-Hydroxy-6-bromobenzylamino)-9-β-D-arabinofuranosylpurin